N-[(2R)-1,4-dioxan-2-ylmethyl]-8-methyl-2-[2-(piperazin-1-yl)ethyl]-4,5-dihydro-2H-furo[2,3-g]indazole-7-carboxamide O1[C@@H](COCC1)CNC(=O)C1=C(C2=C(CCC3=CN(N=C23)CCN2CCNCC2)O1)C